2-(4-((tert-Butoxycarbonyl)amino)-3-fluorophenyl)thiazole-4-carboxylic acid C(C)(C)(C)OC(=O)NC1=C(C=C(C=C1)C=1SC=C(N1)C(=O)O)F